C1(CC1)C#CC1=NC=CC(=C1)N(C1=NC=2N(C3=CC=C(C=C13)F)C(=NN2)C)CC(F)F N-(2-(cyclopropylethynyl)pyridin-4-yl)-N-(2,2-difluoroethyl)-7-fluoro-1-methyl-[1,2,4]triazolo[4,3-a]quinazolin-5-amine